ClC1=CC=C2C(=C(NC2=C1Cl)CNC(=O)C=1OC=NN1)C=1C=NN(C1)C1OCCCC1 N-[[6,7-dichloro-3-(1-tetrahydropyran-2-ylpyrazol-4-yl)-1H-indol-2-yl]methyl]-1,3,4-oxadiazole-2-carboxamide